5-[3-(Benzyloxy)-1-fluorocyclobutyl]-2-(trifluoromethyl)pyridine C(C1=CC=CC=C1)OC1CC(C1)(F)C=1C=CC(=NC1)C(F)(F)F